C(C1=CC(C(=O)O)=CC=C1)(=O)O.C(C1=CC(C(=O)OOOC(C)(C)C)=CC=C1)(=O)OOOC(C)(C)C bis(tert-butyl peroxy) isophthalate (Isophthalate)